1,2-difluoro-3-((4-fluoro-2-(methoxy-d3)phenoxy)methyl-d2)-4-(methoxy-d3)benzene FC1=C(C(=C(C=C1)OC([2H])([2H])[2H])C([2H])([2H])OC1=C(C=C(C=C1)F)OC([2H])([2H])[2H])F